FC1=C2C(=NC=NC2=CC=C1CC(F)(F)F)N1CC2(C1)CCN(CC2)CC=2C(=C1C=C(N(C1=CC2)C[C@H](C)N2CCN(CC2)S(=O)(=O)C)C#N)C 5-[[2-[5-fluoro-6-(2,2,2-trifluoroethyl)quinazolin-4-yl]-2,7-diazaspiro[3.5]nonan-7-yl]methyl]-4-methyl-1-[(2S)-2-(4-methyl-sulfonylpiperazin-1-yl)propyl]indole-2-carbonitrile